The molecule is a dibenzazecine alkaloid that is protopine bearing a hydroxy substituent at the 6-position. It is a dibenzazecine alkaloid, a tertiary amino compound and a hemiaminal. It derives from a protopine. CN1CC2=C(CC(=O)C3=CC4=C(C=C3CC1O)OCO4)C=CC5=C2OCO5